C12OCCOC2C1C(=O)[O-] 2,5-dioxabicyclo[4.1.0]heptane-7-carboxylate